C1(=CC=CC=C1)[C@@H](C)NC1CCCCC1 (R)-N-(1-phenylethyl)cyclohexylamine